1,2,5,6,7,8-hexahydroquinazoline-2,4-diamine N1C(N=C(C=2CCCCC12)N)N